8-((6-chloropyridin-3-yl)methyl)-3-(3-(difluoromethyl)phenyl)pyrido[2,3-d]pyrimidine-2,4(3H,8H)-dione ClC1=CC=C(C=N1)CN1C=CC=C2C1=NC(N(C2=O)C2=CC(=CC=C2)C(F)F)=O